2-{(3S,4S)-4-[(4-bromophenyl)methoxy]-1-methylpyrrolidin-3-yl}-1H-isoindole-1,3(2H)-dione BrC1=CC=C(C=C1)CO[C@@H]1[C@H](CN(C1)C)N1C(C2=CC=CC=C2C1=O)=O